5-{2-[4-(1,2-Benzisoxazol-3-yl)piperidin-1-yl]ethyl}-1-methyl-5,6,7,8-tetrahydroimidazo[4,5-c]azepin-4(1H)-one O1N=C(C2=C1C=CC=C2)C2CCN(CC2)CCN2C(C1=C(CCC2)N(C=N1)C)=O